tert-butyl 4-((1R,2S)-2-(2-hydroxyethyl)cyclopropyl)piperidine-1-carboxylate OCC[C@H]1[C@H](C1)C1CCN(CC1)C(=O)OC(C)(C)C